C1(CCCCC1)N1C(C(C(=C1C1=CC=C(C=C1)F)C)(C[Se]C1=CC=CC=C1)C)=O 1-Cyclohexyl-5-(4-fluorophenyl)-3,4-dimethyl-3-((phenylseleno)methyl)-1H-pyrrol-2(3H)-one